C1(CCCCC1)C1=CC(=NC(=C1)C)C 4-cyclohexyl-2,6-dimethylpyridine